4-(trifluoro-methyl)cyclohexan-1-one FC(C1CCC(CC1)=O)(F)F